NC=1C=2N(C3=CC(=C(C=C3N1)F)C(=O)N(C)C1C3=C(OC1)C=C1C=CC=CC1=C3)C=NC2 4-amino-N-(2,3-dihydronaphtho[2,3-b]furan-3-yl)-7-fluoro-N-methylimidazo[1,5-a]quinoxaline-8-carboxamide